5-(difluoromethyl)-N-methyl-1H-indazole FC(C=1C=C2C=NN(C2=CC1)C)F